NC(C1=NC2=C(N1)C=CC(=C2F)C2=NN=C1N2CCN(C1)C(C)=O)C1CCCCCCC1 1-(3-{2-[amino(cyclooctyl)methyl]-4-fluoro-1H-benzoimidazol-5-yl}-6,8-dihydro-5H-[1,2,4]triazolo[4,3-a]pyrazin-7-yl)ethanone